FC=1C=C(C=C(C1)F)C1=NOC(C1)(C(=O)N[C@H]1COC(=C1)C(NS(=O)(=O)C)=O)C=C 3-(3,5-difluorophenyl)-N-[(3R)-5-(methylsulfonylcarbamoyl)-2,3-dihydrofuran-3-yl]-5-vinyl-4H-isoxazole-5-carboxamide